N-(2,2-dioxido-3,4-dihydropyrido[2,1-c][1,2,4]thiadiazin-9-yl)-2,3-dihydro-1,4-benzodioxine-6-carboxamide O=S1(N=C2N(CC1)C=CC=C2NC(=O)C2=CC1=C(OCCO1)C=C2)=O